C(#N)C1=CC2=C([C@@H](CO2)N(C(OC(C)(C)C)=O)C)C=C1 (S)-tert-butyl (6-cyano-2,3-dihydrobenzofuran-3-yl)(methyl)carbamate